N-(2-hydroxyethyl)-4-((7-methoxyquinolin-4-yl)oxy)benzenesulfonimidamide OCCNS(=O)(=N)C1=CC=C(C=C1)OC1=CC=NC2=CC(=CC=C12)OC